2-[4-[4,6-bis(biphenyl-4-yl)-1,3,5-triazin-2-yl]-3-hydroxyphenoxy]propane C1(=CC=C(C=C1)C1=NC(=NC(=N1)C1=CC=C(C=C1)C1=CC=CC=C1)C1=C(C=C(OC(C)C)C=C1)O)C1=CC=CC=C1